(6aR,8R,9R,9aR)-8-(4-aminopyrrolo[2,1-f][1,2,4]triazin-7-yl)-8-cyano-2,2,4,4-tetraisopropyltetrahydro-6H-furo[3,2-f][1,3,5,2,4]trioxadisilocin-9-yl 2-methoxy-2-methylpropanoate COC(C(=O)O[C@H]1[C@](O[C@H]2[C@H]1O[Si](O[Si](OC2)(C(C)C)C(C)C)(C(C)C)C(C)C)(C#N)C2=CC=C1C(=NC=NN12)N)(C)C